(S)-(4-(difluoromethyl)oxazol-5-yl)(4'-(7-fluorobenzo[d]oxazol-2-yl)spiro[cyclopropane-1,7'-imidazo[4,5-c]pyridin]-5'(1'H,4'H,6'H)-yl)methanone FC(C=1N=COC1C(=O)N1[C@@H](C2=C(C3(C1)CC3)NC=N2)C=2OC3=C(N2)C=CC=C3F)F